C(C)C(CCCCC)OC(CCCCCCCCN(CCCNC(=O)C=1C=C(C=C(C1)C(NCCCN(CCCCCCCCC(OC(CCCCC)CC)=O)CCCCCCCCC(OC(CCCCC)CC)=O)=O)CC(=O)NCCCN(CCCCCCCCC(=O)OC(CCCCC)CC)CCCCCCCCC(=O)OC(CCCCC)CC)CCCCCCCCC(OC(CCCCC)CC)=O)=O 1-ethylhexyl 9-[3-[[2-[3,5-bis[3-[bis[9-(1-ethylhexoxy)-9-oxo-nonyl]amino]propylcarbamoyl]phenyl]acetyl]amino]propyl-[9-(1-ethylhexoxy)-9-oxo-nonyl]amino]nonanoate